C(C(O)CC(=O)O)(=O)O.N[C@@H](CCCNC(=O)N)C(=O)O L-citrulline DL-malate salt